ONC(=O)C1=CC2=C(OCC(N2CC2=CC=C(C=C2)OC(F)(F)F)=O)C=C1 N-hydroxy-3-oxo-4-(4-(trifluoromethoxy)benzyl)-3,4-dihydro-2H-benzo[b][1,4]oxazine-6-carboxamide